(R)-8-(3,5-difluorophenoxy)-N-((1R,5s,8s)-3-(6-methylpyrimidin-4-yl)-3-azabicyclo[3.2.1]oct-8-yl)-5,6,7,8-tetrahydro-[1,2,4]triazolo[1,5-a]pyridin-2-amine FC=1C=C(O[C@H]2C=3N(CCC2)N=C(N3)NC3[C@H]2CN(C[C@@H]3CC2)C2=NC=NC(=C2)C)C=C(C1)F